2-((trans-4-((4-(1-Isopropyl-1H-pyrazol-4-yl)pyridin-2-yl)((trans-4-(4-methoxy-3-methylphenyl)cyclohexyl)methyl) carbamoyl)cyclohexyl)amino)-2-oxoethyl acetate C(C)(=O)OCC(=O)N[C@@H]1CC[C@H](CC1)C(N(C[C@@H]1CC[C@H](CC1)C1=CC(=C(C=C1)OC)C)C1=NC=CC(=C1)C=1C=NN(C1)C(C)C)=O